C(C)(C)(C)N1N=C(C(=C1C)O)C1=CC=C(C(=C1F)F)F 1-(tert-Butyl)-3-(4,5,6-trifluorophenyl)-5-methyl-pyrazol-4-ol